P(=O)(OCCCCCN(CCCCCCCC)CCCCCCCC)(OCCCCCCCCCCC)[O-] 5-(dioctylamino)pentyl undecyl phosphate